methyl 4-[tert-butyl(dimethyl)silyl]oxycyclohexanecarboxylate [Si](C)(C)(C(C)(C)C)OC1CCC(CC1)C(=O)OC